2-((2S,5R)-5-methyl-2-(4-(4-methylpiperazin-1-yl)phenyl)-4-pivaloylpiperazin-1-yl)-2-oxo-N-(1-((2-(trimethylsilyl)ethoxy)methyl)-1H-pyrazolo[4,3-c]pyridin-7-yl)acetamide C[C@H]1N(C[C@@H](N(C1)C(C(=O)NC=1C2=C(C=NC1)C=NN2COCC[Si](C)(C)C)=O)C2=CC=C(C=C2)N2CCN(CC2)C)C(C(C)(C)C)=O